C(C)(C)(C)OC(=O)N1C2(CCCC1CC2)OC2=CC1=C(N=CN=C1NC1=CC(=C(C=C1)OC1=CC=3N(C=C1)N=CN3)C)C=N2 ((4-((4-([1,2,4]triazolo[1,5-a]pyridin-7-yloxy)-3-methylphenyl)amino)pyrido[3,4-d]pyrimidin-6-yl)oxy)-8-azabicyclo[3.2.1]octane-8-carboxylic acid tert-butyl ester